C(C)(C)(C)C1=C(C(C(=O)[O-])=CC(=C1)C(C)(C)C)O.[Fe+3].O1C(CCC1)C1=C(C=CC=C1)CCO.C(C)(C)(C)C1=C(C(C(=O)[O-])=CC(=C1)C(C)(C)C)O.C(C)(C)(C)C1=C(C(C(=O)[O-])=CC(=C1)C(C)(C)C)O 2-(2-(tetrahydrofuran-2-yl)phenyl)ethan-1-ol iron (III) 3,5-di-tert-butylsalicylate